OC1(CCC1)CNCC1=CC=C2CNC(C2=C1)=O 6-({[(1-hydroxycyclobutyl)methyl]amino}methyl)-2,3-dihydro-isoindol-1-one